NC=1C(=C(C=CC1)C(CNC(C)(C)C)O)F 1-(3-Amino-2-fluorophenyl)-2-(t-butylamino)ethan-1-ol